rel-1-(5-(difluoromethyl)-1,3,4-thiadiazol-2-yl)-4-((3S,5R)-3-(hydroxymethyl)-5-methylpiperazin-1-yl)-N-(1-methylcyclopropyl)-1H-benzo[d]imidazole-6-sulfonamide FC(C1=NN=C(S1)N1C=NC2=C1C=C(C=C2N2C[C@H](N[C@@H](C2)C)CO)S(=O)(=O)NC2(CC2)C)F |o1:18,20|